trifloxysulfur O(S(=O)(=O)C(F)(F)F)[S]